1,3,4-trimethyl-6-iodo-2-(2'-aminophenyl)-9H-carbazole CC1=C(C(=C(C=2C3=CC(=CC=C3NC12)I)C)C)C1=C(C=CC=C1)N